4-Amino-2-(4-amino-4-methylpiperidin-1-yl)-N-(2,6-dimethoxyphenyl)pyrimidine-5-carboxamide lithium tetrakis(3,5-bis(trifluoromethyl)-2,4,6-trifluoro-phenyl)borate FC(C=1C(=C(C(=C(C1F)C(F)(F)F)F)[B-](C1=C(C(=C(C(=C1F)C(F)(F)F)F)C(F)(F)F)F)(C1=C(C(=C(C(=C1F)C(F)(F)F)F)C(F)(F)F)F)C1=C(C(=C(C(=C1F)C(F)(F)F)F)C(F)(F)F)F)F)(F)F.[Li+].NC1=NC(=NC=C1C(=O)NC1=C(C=CC=C1OC)OC)N1CCC(CC1)(C)N